[N+](#[C-])\C(\C(=O)Cl)=C/C(C)(C)C (Z)-2-isocyano-4,4-dimethylpent-2-enoyl chloride